3-((2,4-Dioxo-3-((2-(trimethylsilyl)ethoxy)methyl)tetrahydropyrimidin-1(2H)-yl)methyl)benzaldehyde O=C1N(CCC(N1COCC[Si](C)(C)C)=O)CC=1C=C(C=O)C=CC1